N[C@@H]1C2=CC=CC=C2CC12CCN(CC2)C2=NC=C(C(N2C)=O)C#CC2(CC2)C2=CC=CC=C2 (S)-2-(1-amino-1,3-dihydrospiro[indene-2,4'-piperidin]-1'-yl)-3-methyl-5-((1-phenylcyclopropyl)ethynyl)pyrimidin-4(3H)-one